C(C)(C)C=1C=C2C[C@@](CC2=CC1)(CO)C |r| (+-)-5-isopropyl-2-methyl-2-indanmethanol